BrC(C)C=1C=C2C(=C(C(=NC2=CN1)Cl)C#N)N1CCC(CC1)(C)O 6-(1-bromoethyl)-2-chloro-4-(4-hydroxy-4-methylpiperidin-1-yl)-1,7-naphthyridine-3-carbonitrile